FC=1C(=C(C[C@@H]2N(CCCCC2)C2=NC(=CC(N2)=O)N2CCOCC2)C=CC1)OC (R)-2-(2-(3-fluoro-2-methoxybenzyl)azepan-1-yl)-6-morpholinopyrimidin-4(3H)-one